BrC1=C(C=CC(=C1)Cl)CC(CO[Si](C1=CC=CC=C1)(C1=CC=CC=C1)C(C)(C)C)OCC=1C(=NC=CC1I)OC {[(1-(2-Bromo-4-chlorophenyl)-3-{[tert-butyl(diphenyl)silyl]oxy}propan-2-yl)oxy]methyl}-4-iodo-2-methoxypyridine